N-methyl-1,3,5-dioxazine CN1COCOC1